sodium 1-(5-fluoro-2-methoxy-3-pyridinyl)-1,2,4-triazole-3-carboxylate FC=1C=C(C(=NC1)OC)N1N=C(N=C1)C(=O)[O-].[Na+]